Ethyl (S)-6-(4-methoxybenzyl)-4-methyl-5,6-dihydro-4H-isoxazolo[5,4-e]indazole-3-carboxylate COC1=CC=C(CN2N=CC=3C4=C([C@H](CC23)C)C(=NO4)C(=O)OCC)C=C1